ClC=1C(=CC2=C(C(C=C(O2)C(=O)NC23CC(C2)(C3)NC(COC3=CC(=C(C=C3)Cl)F)=O)=O)C1)F 6-chloro-N-{3-[2-(4-chloro-3-fluorophenoxy)acetamido]bicyclo[1.1.1]pentan-1-yl}-7-fluoro-4-oxo-4H-1-benzopyran-2-carboxamide